O[C@H]1COCC[C@@H]1NC(C1=NC(=C(C(=C1)CC1=CC=C(C=C1)C1=NN(C=C1)C)C)C1=NN(C=C1)C)=O N-((3R,4S)-3-hydroxytetrahydro-2H-pyran-4-yl)-5-methyl-6-(1-methyl-1H-pyrazol-3-yl)-4-(4-(1-methyl-1H-pyrazol-3-yl)benzyl)picolinamide